E-5-tetradecenyl alcohol C(CCC\C=C\CCCCCCCC)O